CC=1[N-]C(=CC1)C 2,5-dimethylpyrrolide